tert-butyl 5-azaspiro[2.4]heptan-7-ylcarbamate C1CC12CNCC2NC(OC(C)(C)C)=O